N1N=C(N=C1)C(C)NC(=O)[C@H]1CN(CC[C@@H]1NC(=O)C1=NOC(=C1)C1=C(C=C(C=C1)F)F)C1CCCC1 (3S,4S)-1-Cyclopentyl-4-{[5-(2,4-difluoro-phenyl)-isoxazole-3-carbonyl]-amino}-piperidine-3-carboxylic acid [1-(1H-[1,2,4]triazol-3-yl)-ethyl]-amide